ClC1=NC(=C2N=CN(C2=N1)CC)N1[C@@H](COCC1)CO (R)-(4-(2-chloro-9-ethyl-9H-purin-6-yl)morpholin-3-yl)methanol